C(C)OC1=CC=CC=N1 6-Ethoxypyridin